2-[1',1'-difluoro-1-oxo-6-(trifluoromethyl)spiro[3H-isoquinoline-4,2'-cyclopropan]-2-yl]-N-(3-cis-hydroxy-3-methylcyclobutyl)acetamide FC1(C2(C1)CN(C(C1=CC=C(C=C12)C(F)(F)F)=O)CC(=O)NC1(CC(C1)C)O)F